4-(3-bromophenyl)-2,6-diphenyl-pyridine BrC=1C=C(C=CC1)C1=CC(=NC(=C1)C1=CC=CC=C1)C1=CC=CC=C1